C1(=CC=CC=C1)N1N=C(C=C1C(F)(F)F)C=O (1-phenyl-5-(trifluoromethyl)-1H-pyrazol-3-yl)methanone